N-(4-(4-ethynyl-2-hydroxyphenyl)phthalazin-1-yl)-2-(methylamino)acetamide tert-butyl-4-(3-(2,6-bis(benzyloxy)pyridin-3-yl)-5-fluoro-1-methyl-1H-indazol-6-yl)piperidine-1-carboxylate C(C)(C)(C)OC(=O)N1CCC(CC1)C1=C(C=C2C(=NN(C2=C1)C)C=1C(=NC(=CC1)OCC1=CC=CC=C1)OCC1=CC=CC=C1)F.C(#C)C1=CC(=C(C=C1)C1=NN=C(C2=CC=CC=C12)NC(CNC)=O)O